ClCCC(=O)NC1=CC(=CC=C1)C1=C2CCN(C2=CC=C1)C(=O)C=1SC(=CN1)CN/C(=N\C#N)/NC1=CC=NC=C1 (E)-3-chloro-N-{3-[1-(5-{[2-cyano-3-(pyridin-4-yl)guanidino]methyl}thiazole-2-carbonyl)indolin-4-yl]phenyl}propanamide